3-(2-methyl-5-(5-(4-(oxetan-3-yl)piperazin-1-yl)pent-1-yn-1-yl)-4-oxoquinazolin-3(4H)-yl)piperidine-2,6-dione CC1=NC2=CC=CC(=C2C(N1C1C(NC(CC1)=O)=O)=O)C#CCCCN1CCN(CC1)C1COC1